CC(C[SiH]1O[Si](O[Si](O[Si](O1)(CCC)C)(CCC)C)(CCC)C)CCC 2,4,6,8-tetramethyl-2,4,6,8-tetrapropylethylcyclotetrasiloxane